FC=1C(=NC(=NC1)N[C@H]1[C@@H](COCC1)O)C=1C=C2C(=CC(=NC2=CC1)C(=O)OC)C(C)C methyl 6-(5-fluoro-2-(((3S,4R)-3-hydroxytetrahydro-2H-pyran-4-yl)amino)pyrimidin-4-yl)-4-isopropylquinoline-2-carboxylate